6-bromo-5-hydroxy-3-(3-methoxybenzyl)quinazolin-4(3H)-one BrC=1C(=C2C(N(C=NC2=CC1)CC1=CC(=CC=C1)OC)=O)O